CN1CCN(CC1)C1CCN(CC1)C(CN1N=C(C(=C1)C(=O)N)C(=O)N)=C=O 1-(2-(4-(4-methylpiperazin-1-yl)piperidin-1-yl)-2-carbonylethyl)-1H-pyrazole-3,4-dicarboxamide